tert-butyl 4-(1-(3-chlorophenyl)-1H-1,2,3-triazol-4-yl)-4-hydroxypiperidine-1-carboxylate ClC=1C=C(C=CC1)N1N=NC(=C1)C1(CCN(CC1)C(=O)OC(C)(C)C)O